C(C)(C)(C)C(C(=O)OC[C@]12CO[C@@H](CN1C1=NC(=NC(=C1)Cl)Cl)C2)(CC2=NC(=NO2)C(C2=CC=C(C=C2)I)(F)F)P(=O)(OCC)OCC ((1R,4S)-5-(2,6-dichloropyrimidin-4-yl)-2-oxa-5-azabicyclo[2.2.1]Hept-4-yl)methanol tert-butyl-2-(diethoxyphosphoryl)-3-(3-(difluoro(4-iodophenyl)methyl)-1,2,4-oxadiazol-5-yl)propanoate